methyl (R)-4-methyl-5-(trifluoromethyl)-2-(2-(trifluoromethyl)morpholino)nicotinate CC1=C(C=NC(=C1C(=O)OC)N1C[C@@H](OCC1)C(F)(F)F)C(F)(F)F